N-[(3R)-3-(4-chlorophenyl)-3-hydroxypropyl]-5-{2-acetamidoimidazo[1,2-b]pyridazin-6-yl}-2,4-dimethylbenzamide ClC1=CC=C(C=C1)[C@@H](CCNC(C1=C(C=C(C(=C1)C=1C=CC=2N(N1)C=C(N2)NC(C)=O)C)C)=O)O